1,1,1,3,3,3-hexafluoro-2-trifluoromethyl-propane FC(C(C(F)(F)F)C(F)(F)F)(F)F